C(C)(C)(C)OC(NC1=C(C(=CC=C1C1=CC=NN1C)Br)F)=O (3-bromo-2-fluoro-6-(1-methyl-1H-pyrazol-5-yl)phenyl)carbamic acid tert-butyl ester